BrC=1C(=C(CNC2=NC(=C(C=O)C=C2Cl)OC)C=CC1)C 6-((3-bromo-2-methylbenzyl)amino)-5-chloro-2-methoxynicotinaldehyde